The molecule is a disaccharide that is beta-D-glucopyranose in which the hydroxy group at position 3 has been converted into the corresponding alpha-D-xylopyranoside. It is a glycoside and a glycosylglucose. C1[C@H]([C@@H]([C@H]([C@H](O1)O[C@H]2[C@@H]([C@H](O[C@H]([C@@H]2O)O)CO)O)O)O)O